(1R,2S,8S,10S,11S,13S,14R,15S,17S)-1,8-difluoro-17-hydroxy-2,13,15-trimethyl-14-[2-(methylamino)acetyl]-5-oxotetracyclo[8.7.0.02,7.011,15]heptadeca-3,6-dien-14-yl propanoate C(CC)(=O)O[C@@]1([C@H](C[C@H]2[C@@H]3C[C@@H](C4=CC(C=C[C@@]4([C@]3([C@H](C[C@]12C)O)F)C)=O)F)C)C(CNC)=O